C1(CC1)C=1N=NN(C1)[C@H](C(=O)N1[C@@H](C[C@H](C1)O)C(=O)NCCN1CC=2N(CC1)N=CC2)C(C)(C)C (2S,4R)-1-[(2S)-2-(4-cyclopropyltriazol-1-yl)-3,3-dimethyl-butanoyl]-N-[2-(6,7-dihydro-4H-pyrazolo[1,5-a]pyrazin-5-yl)ethyl]-4-hydroxy-pyrrolidine-2-carboxamide